N1C=C(C2=CC=CC=C12)CCNC1=NC(=NC2=C1OCCN2)C2=C(N=CS2)C N-[2-(1H-indol-3-yl)ethyl]-2-(4-methylthiazol-5-yl)-7,8-dihydro-6H-pyrimido[5,4-b][1,4]oxazin-4-amine